[Cu].C(C#C)N1C=NC=C1 1-propargyl-imidazole copper